tert-butyl (R)-3-(2-bromo-6-(difluoromethoxy)phenyl)-3-((6-chloro-3-nitropyridin-2-yl)amino)propanoate BrC1=C(C(=CC=C1)OC(F)F)[C@@H](CC(=O)OC(C)(C)C)NC1=NC(=CC=C1[N+](=O)[O-])Cl